C(CCC)C=1N(C(=C(N1)C#N)I)CC1=CC=C(C=C1)CN1CCN(CC1)C 2-Butyl-5-iodo-1-{4-[(4-methylpiperazin-1-yl)methyl]benzyl}-1H-imidazole-4-carbonitrile